C(C)(C)(C)OC(=O)NC1CCN(CC1)C1=CC=C(C=C1)CC(=O)OC methyl 2-(4-(4-((tert-butoxycarbonyl)amino)piperidin-1-yl)phenyl)acetate